[(7R,9aR)-7-(4-chlorophenyl)-1,3,4,6,7,8,9,9a-octahydropyrido[1,2-a]pyrazin-2-yl]-[2-chloro-3-(2,2,2-trifluoroethoxy)phenyl]methanone ClC1=CC=C(C=C1)[C@H]1CC[C@H]2N(CCN(C2)C(=O)C2=C(C(=CC=C2)OCC(F)(F)F)Cl)C1